NC1=NC=CC=C1C1=NC=2C(=NC(=CC2)C2=NC=CC=C2)N1C=1C=C2CC[C@@H](C2=CC1)NC1CCN(CC1)C(C=C)=O (S)-1-(4-((5-(2-(2-aminopyridin-3-yl)-5-(pyridin-2-yl)-3H-imidazo[4,5-b]pyridin-3-yl)-2,3-dihydro-1H-inden-1-yl)amino)piperidin-1-yl)prop-2-en-1-one